6-phenylbenzo[g]pyrido[1,2-a]indole-7-carboxylic acid ethyl ester C(C)OC(=O)C1=C2N(C=3C4=C(C=C(C13)C1=CC=CC=C1)C=CC=C4)C=CC=C2